OC1C[C@H](N(CC1)C(=O)OC(C)(C)C)CO tert-butyl (2S)-4-hydroxy-2-(hydroxymethyl)piperidine-1-carboxylate